bis[3,5-bis(trifluoromethyl)phenyl]phosphine oxide FC(C=1C=C(C=C(C1)C(F)(F)F)P(C1=CC(=CC(=C1)C(F)(F)F)C(F)(F)F)=O)(F)F